2-[(2,2-difluoro-3-hydroxypropyl)amino]-5-[5-(1-methyl-1H-1,3-benzodiazol-6-yl)-1,3,4-oxadiazol-2-yl]benzonitrile FC(CNC1=C(C#N)C=C(C=C1)C=1OC(=NN1)C=1C=CC2=C(N(C=N2)C)C1)(CO)F